ditrimethylolethane tetraacrylate C(C=C)(=O)O.C(C=C)(=O)O.C(C=C)(=O)O.C(C=C)(=O)O.C(O)C(C)(CO)CO.C(O)C(C)(CO)CO